n-Butyl-Ammonium Iodide [I-].C(CCC)[NH3+]